5-bromo-N,N-dimethyl-pyridin-3-amine BrC=1C=C(C=NC1)N(C)C